tert-butyl (3R)-3-[(5-bromo-1-trityl-1H-indazol-3-yl)carbamoyl]piperidine-1-carboxylate BrC=1C=C2C(=NN(C2=CC1)C(C1=CC=CC=C1)(C1=CC=CC=C1)C1=CC=CC=C1)NC(=O)[C@H]1CN(CCC1)C(=O)OC(C)(C)C